N-((1r,4r)-4-(Benzyl(methyl)amino)cyclohexyl)-6-(2-oxooxazolidin-3-yl)pyridine-3-sulfonamide C(C1=CC=CC=C1)N(C1CCC(CC1)NS(=O)(=O)C=1C=NC(=CC1)N1C(OCC1)=O)C